C(=O)(OC(\C=C\C1=CC(OC)=C(O)C(OC)=C1)=O)C(O)C(O)C(=O)[O-] Sinapoyl tartrate